C1N(CC12CCNCC2)C2=NC=NC=C2OC2=C(C(=O)N(C(C)C)C1CC(C1)C(F)F)C=C(C=C2)F 2-((4-(2,7-diazaspiro[3.5]nonan-2-yl)pyrimidin-5-yl)oxy)-N-((1s,3s)-3-(difluoromethyl)cyclobutyl)-5-fluoro-N-isopropylbenzamide